[Na].FC(C(C(C(O)(F)F)(F)F)(F)F)(C)F octafluoropentanol sodium salt